ClC1=NC=C(C(=C1)C1=C(C=NC(=C1)C)C(=O)NC1=NN=C(S1)OCC1CN(C1)C(=O)OC(C)(C)C)OC tert-butyl 3-(((5-(2'-chloro-5'-methoxy-6-methyl-(4,4'-bipyridine)-3-carboxamido)-1,3,4-thiadiazol-2-yl)oxy)methyl)azetidine-1-carboxylate